N-[(1S)-1-{4-[(4-cyclopropyl-1,5-naphthyridin-3-yl)amino]phenyl}-2,2,2-trifluoroethyl]-N,1-dimethylpiperidine-4-carboxamide C1(CC1)C1=C(C=NC2=CC=CN=C12)NC1=CC=C(C=C1)[C@@H](C(F)(F)F)N(C(=O)C1CCN(CC1)C)C